CC1=CC=C(C=C1)S(=O)(=O)OCCCOCC1=CC=CC=C1 3-benzyloxypropyl 4-methylbenzenesulfonate